C(C)(C)(C)NC=1N=C(C=C2C=C(C=NC12)C(F)(F)F)OCC(F)(F)F N-tert-butyl-6-(2,2,2-trifluoroethoxy)-3-(trifluoromethyl)-1,7-naphthyridin-8-amine